4,4-bis(heptyloxy)butanoic acid C(CCCCCC)OC(CCC(=O)O)OCCCCCCC